C1CCC2=C(C=CC=C12)[C@H]([C@@H](C=1OC(NN1)=O)NS(=O)(=O)C1=C(C(=C(C=C1)F)C(C)(C)O)F)C N-((1S,2R)-2-(2,3-dihydro-1H-inden-4-yl)-1-(5-oxo-4,5-dihydro-1,3,4-oxadiazol-2-yl)propyl)-2,4-difluoro-3-(2-hydroxypropan-2-yl)benzenesulfonamide